COC(=O)[C@H]1[C@@H](C1)CN1C(N(C(=NC1=O)SCC)CC1=CC=C(C=C1)Cl)=O |r| (±)-trans-2-((3-(4-chlorobenzyl)-4-ethylsulfanyl-2,6-dioxo-3,6-dihydro-1,3,5-triazine-1(2H)-yl)methyl)cyclopropane-1-carboxylic acid methyl ester